1-ethoxy-3-methyl-1-oxobut-3-en-2-yl-5-[2-chloro-4-(trifluoromethyl) phenyl]-2-nitrobenzoate C(C)OC(C(C(=C)C)OC(C1=C(C=CC(=C1)C1=C(C=C(C=C1)C(F)(F)F)Cl)[N+](=O)[O-])=O)=O